(6-((tetrahydro-2H-pyran-4-yl)oxy)pyridin-3-yl)methyl(1-(2-(1-(hydroxymethyl)-2,6-dioxopiperidin-3-yl)-3-oxoisoindolin-5-yl)ethyl)carbamate O1CCC(CC1)OC1=CC=C(C=N1)OC(N(C(C)C=1C=C2C(N(CC2=CC1)C1C(N(C(CC1)=O)CO)=O)=O)C)=O